1-(4-(6-Fluoro-4-(1,4-dioxa-8-azaspiro[4.5]decan-8-yl)quinoline-3-carbonyl)piperazin-1-yl)-2-methylpropan-1-one FC=1C=C2C(=C(C=NC2=CC1)C(=O)N1CCN(CC1)C(C(C)C)=O)N1CCC2(OCCO2)CC1